CC(CC1=CC(=CC=C1)OCCN1CC2(CCO2)C1)N methyl-2-{3-[2-(1-oxa-6-azaspiro[3.3]heptan-6-yl)ethoxy]phenyl}ethan-1-amine